1,4-bis(2-methyl-imidazol-1-yl)benzene CC=1N(C=CN1)C1=CC=C(C=C1)N1C(=NC=C1)C